3-(4-(tert-butoxy)phenyl)-6-(3-fluoro-4-isopropoxyphenyl)imidazo[1,2-a]pyridine C(C)(C)(C)OC1=CC=C(C=C1)C1=CN=C2N1C=C(C=C2)C2=CC(=C(C=C2)OC(C)C)F